4-imidazolecarbonyl-oxygen N1C=NC(=C1)C(=O)[O]